N,N-dimethyl-3-(10H-benz[b]indeno[2,1-d]thien-10-ylidene)-1-Propanamine CN(CCC=C1C2=CC=CC=C2C2=C1C1=C(S2)C=CC=C1)C